BrC1=CC(=CS1)C1=CC=C(C=O)C=C1 4-(5-Bromothiophen-3-yl)benzaldehyde